C(=C)C1=CC=C2C(=N1)N(C=N2)C(=O)OC(C)(C)C tert-butyl 5-vinyl-3H-imidazo[4,5-b]pyridine-3-carboxylate